4-(5-(4-fluoro-2,6-dimethylphenoxy)-1-(2-methoxyethyl)-2-oxo-1,2-dihydropyridin-4-yl)-6-methyl-1,6-dihydro-7H-pyrrolo[2,3-c]pyridin-7-one FC1=CC(=C(OC=2C(=CC(N(C2)CCOC)=O)C=2C3=C(C(N(C2)C)=O)NC=C3)C(=C1)C)C